N-(4-(2-(1-(2-(methylthio)propanoyl)piperidin-2-yl)-1H-imidazol-4-yl)phenyl)methane-sulfonamide CSC(C(=O)N1C(CCCC1)C=1NC=C(N1)C1=CC=C(C=C1)NS(=O)(=O)C)C